tert-butyl (R)-3-(5-amino-N-(8-methylisoquinolin-1-yl)picolinamido)piperidine-1-carboxylate NC=1C=CC(=NC1)C(=O)N(C1=NC=CC2=CC=CC(=C12)C)[C@H]1CN(CCC1)C(=O)OC(C)(C)C